8,8'-(((1R,2S,3R)-2,3-dihydroxycyclohexyl)azanediyl)bis-(N,N-didecyloctan-amide) O[C@H]1[C@@H](CCC[C@H]1O)N(CCCCCCCC(=O)N(CCCCCCCCCC)CCCCCCCCCC)CCCCCCCC(=O)N(CCCCCCCCCC)CCCCCCCCCC